Cumyl peroxyneodecanoate C(CCCCCC(C)(C)C)(=O)OOC(C)(C)C1=CC=CC=C1